FC1=C(C(=CC=2CCC(CC12)NCCC(C(F)(F)F)C(F)(F)F)O)N1CC(NS1(=O)=O)=O 5-(1-fluoro-3-hydroxy-7-{[4,4,4-trifluoro-3-(trifluoromethyl)butyl]amino}-5,6,7,8-tetrahydronaphthalen-2-yl)-1λ6,2,5-thiadiazolidine-1,1,3-trione